C[Si](O[Si](O[Si](C)(C)C)(O[Si](C)(C)C)CCCOCCC=C(C(=O)O)C)(C)C.C(CC)[SiH3] propylsilane (TRIS(trimethylsiloxy) silylpropyloxyethyl methacrylate)